N-(4-(2H-benzo[B][1,4]oxazin-4(3H)-yl)phenyl)-3-fluoro-5-formyl-4-hydroxybenzoamide O1C2=C(N(CC1)C1=CC=C(C=C1)NC(C1=CC(=C(C(=C1)C=O)O)F)=O)C=CC=C2